NCC=1C=[N+](N(C1)CCO)C 2-[4-(aminomethyl)-2-methyl-pyrazol-2-ium-1-yl]ethanol